CC(C)(C)OC(=O)N(C(OC(C)(C)C)=O)C1=NC(=CN=C1)CC=C tert-butyl N-[(2-methylpropan-2-yl)oxycarbonyl]-N-(6-prop-2-enylpyrazin-2-yl)carbamate